behenamidopropyl-2,3-dihydroxypropyldimethylammonium chloride [Cl-].C(CCCCCCCCCCCCCCCCCCCCC)(=O)NCCC[N+](C)(C)CC(CO)O